CC1=CSC2=C1C(NC21CC1)=O 3-methyl-spiro[5H-thieno[2,3-c]pyrrol-6,1'-cyclopropan]-4-one